FC1=CC=C(C=C1)[C@@H](CN1N=CC(=C1)CNC1=NC=2N([C@H](C(NC2C(=N1)C)=O)C)C)O (7S)-2-[[1-[(2S)-2-(4-fluorophenyl)-2-hydroxy-ethyl]pyrazol-4-yl]methylamino]-4,7,8-trimethyl-5,7-dihydropteridin-6-one